methyl ((S)-1-(((S)-1-(2-cyclopropylthiazol-4-yl)-2-(4-nitrophenyl)ethyl)amino)-1-oxo-3-(pyridin-4-yl)propan-2-yl)(methyl)carbamate C1(CC1)C=1SC=C(N1)[C@H](CC1=CC=C(C=C1)[N+](=O)[O-])NC([C@H](CC1=CC=NC=C1)N(C(OC)=O)C)=O